C(#N)C[C@H]1N(CC[C@@H](C1)N1C=NC=2C(=NC=3C(=C(C(=CC3C21)C)C2=CC=C(C=C2)F)F)N2CC(C2)(C)N(C)C)C(=O)OC(C)(C)C tert-butyl (2S,4S)-2-(cyanomethyl)-4-(4-(3-(dimethylamino)-3-methylazetidin-1-yl)-6-fluoro-7-(4-fluorophenyl)-8-methyl-1H-imidazo[4,5-c]quinolin-1-yl)piperidine-1-carboxylate